N-(3-(4-Benzylpiperidin-1-yl)propyl)-4-(3-(4-methoxyphenyl)-1,2,4-oxadiazol-5-yl)piperazine-1-carboxamide C(C1=CC=CC=C1)C1CCN(CC1)CCCNC(=O)N1CCN(CC1)C1=NC(=NO1)C1=CC=C(C=C1)OC